BrCC(=O)NC1=CC=C(C=C1)SC(F)(F)F 2-Bromo-N-(4-((trifluoromethyl)thio)phenyl)acetamide